3-cyclopropyl-N-(2-fluoro-2-methylpropyl)-7-(1,2-oxazol-5-yl)-7,8-dihydro-6H-cyclopenta[g]isoquinoline-5-sulfonamide C1(CC1)C=1N=CC=2C=C3C(=C(C2C1)S(=O)(=O)NCC(C)(C)F)CC(C3)C3=CC=NO3